format molybdenum [Mo+4].C(=O)[O-].C(=O)[O-].C(=O)[O-].C(=O)[O-]